C(C=C)(=O)OCCOC1=C(C2=CC=CC=C2C=C1)C1=C(C=CC2=CC=CC=C12)OCCOC(C=C)=O 2,2'-bis(2-acryloyloxyethoxy)-1,1'-binaphthyl